C(C1=CC=CC=C1)(=O)OC=1C(OC(C2=CC=CC=C2)=O)=CC(=CC1)CC=C 4-allyl-catechol dibenzoate